5-hydrazinyl-2-methylpyridine hydrochloride Cl.N(N)C=1C=CC(=NC1)C